3-dimethylaminopyridin CN(C=1C=NC=CC1)C